C1=C(C(=O)NC(=O)N1[C@H]2[C@@H]([C@@H]([C@H](O2)CO)O)O)OCC(=O)O The molecule is a derivative of uridine, bearing an additional carboxymethoxy substituent at position 5 on the uracil ring. It is a member of uridines and a monocarboxylic acid.